C(C(C)C)C(C(=O)OCCCCCC)(C(=O)OCCCCCC)CC(C)C dihexyl di-i-butylmalonate